C(C)(C)(C)OC(NCCOC1=C(C2=C(C=N1)CC(C2)C=O)Cl)=O N-[2-[(4-chloro-6-formyl-6,7-dihydro-5H-cyclopenta[c]pyridin-3-yl)oxy]ethyl]carbamic acid tert-butyl ester